FC1=CC(=C(C=C1)C1=CC(=CC=C1)C=1OC2=C(N1)C=C(C=C2C(F)(F)F)CNCC2(CCC2)C#N)C2=NN=CN2C 1-((((2-(4'-Fluoro-2'-(4-methyl-4H-1,2,4-triazol-3-yl)-[1,1'-biphenyl]-3-yl)-7-(trifluoromethyl)benzo[d]oxazol-5-yl)methyl)amino)methyl)cyclobutane-1-carbonitrile